FC1=C(C=C(OC2CC(C2)(C)NC(OC(C)(C)C)=O)C=C1)C(F)(F)F tert-butyl (3-(4-fluoro-3-(trifluoromethyl)phenoxy)-1-methylcyclobutyl)carbamate